C(#N)C1=NC=CC(=N1)C1(CCCC1)NC(OCC=1C=C(C=CC1)C1=CC=C(C=C1)N1CCOCC1)=O (4'-morpholino-[1,1'-biphenyl]-3-yl)methyl (1-(2-cyanopyrimidin-4-yl)cyclopentyl)carbamate